BrCCC1=CC(=C(C(=C1Br)Br)Br)Br 2,3,4,5,6-pentabromoethylbenzene